3-(4-cyanophenyl)-4-(hydroxymethyl)-5,6-dihydropyridine-1(2H)-carboxylic acid tert-butyl ester C(C)(C)(C)OC(=O)N1CC(=C(CC1)CO)C1=CC=C(C=C1)C#N